(R)-4-(5-fluoro-4-(2-fluoro-4-methoxyphenyl)-2-oxopyridin-1(2H)-yl)-2-methyl-2-(methylsulfonyl)butanamido phosphate, diammonium salt [NH4+].[NH4+].P(=O)(ONC([C@@](CCN1C(C=C(C(=C1)F)C1=C(C=C(C=C1)OC)F)=O)(S(=O)(=O)C)C)=O)([O-])[O-]